BrC=1C=C(C=CC1)C(CO)(C)NC(=O)C=1OC=C(N1)C1=NC(=NC=C1C)NC1=CC=NN1C N-(2-(3-bromophenyl)-1-hydroxypropan-2-yl)-4-(5-methyl-2-((1-methyl-1H-pyrazol-5-yl)amino)pyrimidin-4-yl)oxazole-2-carboxamide